FC(CCCS)(C(F)(F)F)F 4,4,5,5,5-pentafluoro-1-pentylmercaptan